FC=1C=C(C=CC1N1CCNCC1)NC=1N=C(N=NC1C(=O)N)N1C[C@@H](CCC1)N1C(N(CC1)C)=O (R)-5-((3-fluoro-4-(piperazin-1-yl)phenyl)amino)-3-(3-(3-methyl-2-Oxoimidazolin-1-yl)piperidin-1-yl)-1,2,4-triazine-6-carboxamide